(E)-bis(3-chloropropyl)oct-4-enedioic acid ClCCC/C(=C(\CCC(=O)O)/CCCCl)/CCC(=O)O